C(C1=CC=CC=C1)(=O)O[C@@H]1[C@H](O[C@H](C1)N1C(N(C(C(=C1)C)=O)C(C1=CC=CC=C1)=O)=O)COP1(O[C@@H]([C@@H](S1)C)C)=S (2R,3S,5R)-5-(3-benzoyl-5-methyl-2,4-dioxo-3,4-dihydropyrimidin-1(2H)-yl)-2-((((4S,5R)-4,5-dimethyl-2-sulfido-1,3,2-oxathiaphospholan-2-yl)oxy)methyl)tetrahydrofuran-3-yl benzoate